C(C)OC(=O)C1=NS(C2=C1C=C(C=C2)C(F)(F)F)(=O)=O 5-(Trifluoromethyl)benzo[D]isothiazole-3-carboxylic acid ethyl ester 1,1-dioxide